4-(2-cyclopentyl-1-(4-(4-chlorophenoxy)phenyl)-1H-imidazol-4-yl)piperidine C1(CCCC1)C=1N(C=C(N1)C1CCNCC1)C1=CC=C(C=C1)OC1=CC=C(C=C1)Cl